FC=1C=C(N)C=CC1OC1=CC=NC2=CC(=C(C=C12)OC)OCCCN1CCOCC1 3-fluoro-4-((6-methoxy-7-(3-morpholinopropoxy)quinolin-4-yl)oxy)aniline